(4-methoxyphenyl)-2-phenylethane-1,2-dione COC1=CC=C(C=C1)C(C(=O)C1=CC=CC=C1)=O